4-Methyl-N-[4-(1-methyl-azepan-3-yl)-2-trifluoromethyl-phenyl]-3-(4-pyrazin-2-yl-pyrimidin-2-ylamino)-benzamide CC1=C(C=C(C(=O)NC2=C(C=C(C=C2)C2CN(CCCC2)C)C(F)(F)F)C=C1)NC1=NC=CC(=N1)C1=NC=CN=C1